FC(OC1=CC=C(C=C1)C#CC1=C2C=C(N=CC2=C(N=C1)NC)NC(=O)C1CC1)F N-(5-((4-(difluoromethoxy)phenyl)ethynyl)-8-(methylamino)-2,7-naphthyridin-3-yl)cyclopropanecarboxamide